C(CCCCCC=CCCC=CC=CCC)=O 7,11,13-hexadecatrienal